C(C)(C)SC1=CC=C(C(=O)NC=2C=CC=C3C=CC(=NC23)C)C=C1 4-(Isopropylthio)-N-(2-methylquinolin-8-yl)benzamide